FC=1C(=CC=C2C(C(N(C12)C)=O)C1C(NC(CC1)=O)=O)N1CCC(CC1)CO 3-(7-fluoro-6-(4-(hydroxymethyl)piperidin-1-yl)-1-methyl-2-oxoindolin-3-yl)piperidine-2,6-dione